1-(5-{[(4-fluorophenyl)methyl]sulfanyl}-4-methoxy-3-{4-methyl-1-[2-(morpholin-4-yl)-2-oxoethyl]piperidin-3-yl}-1H-pyrazol-1-yl)-3-methoxy-2,2-dimethylpropan-1-one FC1=CC=C(C=C1)CSC1=C(C(=NN1C(C(COC)(C)C)=O)C1CN(CCC1C)CC(=O)N1CCOCC1)OC